NC(=O)C1=CC=C(C=C1)B(O)O 4-aminocarbonylphenylboronic acid